CCC(CCC)NCCCCCCCCN N-(hexane-3-yl)octane-1,8-diamine